5-[(9aR)-octahydropyrido[1,2-a]pyrazin-2-yl]-3-bromo-2-[(1S)-1-methoxyethyl]pyridine C1[C@@H]2N(CCN1C=1C=C(C(=NC1)[C@H](C)OC)Br)CCCC2